1-(tert-butyl)-3-((R)-6-cyano-2-methyl-3-oxo-4-((S)-1-phenylethyl)-3,4-dihydro-2H-benzo[b][1,4]oxazin-7-yl)urea C(C)(C)(C)NC(=O)NC=1C(=CC2=C(O[C@@H](C(N2[C@@H](C)C2=CC=CC=C2)=O)C)C1)C#N